O=C1N(C(C2=CC=CC=C12)=O)C1CC(C1)C(=O)OC(C)(C)C tert-Butyl (1s,3s)-3-(1,3-Dioxo-2,3-dihydro-1H-isoindol-2-yl)cyclobutane-1-carboxylate